C(C)(C)(C)OC(=O)NCCOCCOCCOCCC(=O)O 3-[2-(2-{2-[(tert-butoxycarbonyl)amino]ethoxy}ethoxy)ethoxy]propanoic acid